N-(tert-butyloxycarbonyl)-O-methyl-L-serine C(C)(C)(C)OC(=O)N[C@@H](COC)C(=O)O